3-methyl-4-(1-(4-(trifluoromethyl)phenyl)-1H-1,2,4-triazol-3-yl)benzoyl azide CC=1C=C(C(=O)N=[N+]=[N-])C=CC1C1=NN(C=N1)C1=CC=C(C=C1)C(F)(F)F